morpholinoethanol oxide O1CCN(CC1)C(C)[OH+][O-]